4-pentylnonyl-8-((3-((tert-butoxycarbonyl)amino)propyl)amino)octanoate C(CCCC)C(CCCOC(CCCCCCCNCCCNC(=O)OC(C)(C)C)=O)CCCCC